FC1=C(C=C(C=C1)F)[C@@H]1N(C[C@H](C1)F)C1=NC=2N(C=C1)N=C(C2NC(=S)N[C@@H]2[C@@H](C2)F)F 1-(5-((2R,4S)-2-(2,5-difluorophenyl)-4-fluoropyrrolidin-1-yl)-2-fluoropyrazolo[1,5-a]pyrimidin-3-yl)-3-((1S,2R)-2-fluorocyclopropyl)thiourea